4-(2-(pyridin-3-yl)thiazol-5-yl)phenyl benzenesulfonate C1(=CC=CC=C1)S(=O)(=O)OC1=CC=C(C=C1)C1=CN=C(S1)C=1C=NC=CC1